COCC1=C(C(=NC=C1CO)C)O 4'-O-methylpyridoxine